C(C)OC(=O)C1=CC2=C(N1CC)SC=C2 6-ethyl-6H-thieno[2,3-b]pyrrole-5-carboxylic acid ethyl ester